C(CCC)C=1N(C2=C(C(=NC=3C=CC=CC23)Cl)N1)CC1=CC=C(CNC(OC(C)(C)C)=O)C=C1 tert-butyl (4-((2-butyl-4-chloro-1H-imidazo[4,5-c]quinolin-1-yl)methyl)benzyl)carbamate